FC1=CC=C(C=C1)C1=CC=C(C=C1)S(=O)(=O)N 4'-fluorobiphenyl-4-sulfonamide